(Z)-6-hydroxy-3-(4-methoxyphenyl)-6,8-diphenyloctan-2-en-4,7-diyne-1-al OC(C#C\C(=C/C=O)\C1=CC=C(C=C1)OC)(C#CC1=CC=CC=C1)C1=CC=CC=C1